C(C1=CC=CC=C1)NC(=O)C=1SC(=NN1)CCCCC=1N=NC(=CC1)NC(CC=1C=NC=CC1)=O N-benzyl-5-(4-{6-[2-(pyridin-3-yl)acetamido]pyridazin-3-yl}butyl)-1,3,4-thiadiazole-2-carboxamide